FCC(O)C1=NC=C(C=C1)F 2-Fluoro-1-(5-fluoro-2-pyridyl)ethanol